FC(OC=1C=C(C=NC1)C1=CN(C=2C1=NC=C(C2)C(=O)N[C@@]2(CS(CC2)(=O)=O)C)C2CCOCC2)F (S)-3-(5-(difluoromethoxy)pyridin-3-yl)-N-(3-methyl-1,1-dioxidotetrahydrothiophen-3-yl)-1-(tetrahydro-2H-pyran-4-yl)-1H-pyrrolo[3,2-b]pyridine-6-carboxamide